2-[4-[3-[(tert-butoxycarbonylamino)methyl]pyrrolidin-1-yl]-2-(3-chloro-4-methyl-phenyl)pyrimidin-5-yl]oxyacetic acid C(C)(C)(C)OC(=O)NCC1CN(CC1)C1=NC(=NC=C1OCC(=O)O)C1=CC(=C(C=C1)C)Cl